CC1=C(C=C(C(=O)NC=2C=NC=C(C2)C(F)(F)F)C=C1)[C@H]1CN(CC1)C=1C=NC=NC1 (S)-4-methyl-3-(1-(pyrimidin-5-yl)pyrrolidin-3-yl)-N-(5-(trifluoromethyl)pyridin-3-yl)benzamide